8-(4-(4-(4-((2-(2,6-dioxopiperidin-3-yl)-1-oxoisoindolin-4-yl)thio)butyl)piperazin-1-yl)piperidin-1-yl)-9-ethyl-6,6-dimethyl-11-oxo-6,11-dihydro-5H-benzo[b]carbazole-3-carbonitrile O=C1NC(CCC1N1C(C2=CC=CC(=C2C1)SCCCCN1CCN(CC1)C1CCN(CC1)C=1C(=CC2=C(C(C=3NC4=CC(=CC=C4C3C2=O)C#N)(C)C)C1)CC)=O)=O